NO.C(C1=CC=CC=C1)=O benzaldehyde compound with hydroxylamine